O-benzyl-L-allothreonine C(C1=CC=CC=C1)O[C@H]([C@H](N)C(=O)O)C